(2-{[(2s)-3-{[1-(4-chlorobenzyl)piperidin-4-yl]amino}-2-hydroxy-2-methylpropyl]oxy}-4-fluorophenyl)methanesulfonic acid ClC1=CC=C(CN2CCC(CC2)NC[C@](COC2=C(C=CC(=C2)F)CS(=O)(=O)O)(C)O)C=C1